ClC=1C=C(C=CC1N1CCC(CC1)CC(OC)OC)C1C(NC(CC1)=O)=O 3-[3-chloro-4-[4-(2,2-dimethoxyethyl)-1-piperidinyl]phenyl]-piperidine-2,6-dione